[N+](=O)([O-])C1=C(C=C(C=C1)[N+](=O)[O-])OC(C(=O)OC1=C(C=CC(=C1)[N+](=O)[O-])[N+](=O)[O-])=O bis(2,5-dinitrophenyl)oxalate